(1S,2S,5R)-2-hydroxy-N,N,2-trimethyl-5-(prop-1-en-2-yl)cyclohexylamine oxide O[C@@]1([C@H](C[C@@H](CC1)C(=C)C)[N+](C)(C)[O-])C